NC1=C(CC2=NC=NC=C2Cl)C=C(C=N1)F 4-(2-amino-5-fluoronicotinyl)-5-chloropyrimidin